F[C@@H]1CN(CC1)C=1SC(=CN1)C1=NC(=NC=C1C1=CN=CO1)NC1=CC=C(C=C1)N1CCN(CC1)C (S)-4-(2-(3-fluoropyrrolidin-1-yl)thiazol-5-yl)-N-(4-(4-methylpiperazin-1-yl)phenyl)-5-(oxazol-5-yl)pyrimidin-2-amine